trifluoromonochloromethane 2,2,2-trifluoroethyl-(4-(tert-butyl)-3-(3,3-difluorocyclobutyl)-1-methyl-1H-pyrazol-5-yl)carbamate FC(CN(C(O)=O)C1=C(C(=NN1C)C1CC(C1)(F)F)C(C)(C)C)(F)F.FC(Cl)(F)F